N-(3-fluorophenyl)-benzylamine FC=1C=C(C=CC1)NCC1=CC=CC=C1